C(CCCC(=O)O)(=O)[O-].[O-2].[Fe+3] ferric oxide glutarate